C(C)C(C1=CC(=C(C(=C1)C(C)(C)C)O)C(C)(C)C)(P(O)(O)=O)CC.C(C1=CC=CC=C1)OCCON O-(2-(benzyloxy)ethyl)hydroxylamine Diethyl-3,5-Di-tert-butyl-4-hydroxybenzylphosphonat